1-(2-methyl-2H-benzo[d][1,2,3]triazol-5-yl)ethanone 1-methylpyrrolidin-3-yl-2-(3,5-dichlorophenyl)benzo[d]oxazole-6-carboxylate CN1CC(CC1)OC(=O)C1=CC2=C(N=C(O2)C2=CC(=CC(=C2)Cl)Cl)C=C1.CN1N=C2C(=N1)C=CC(=C2)C(C)=O